2-(3-(benzyloxy)-2,4-difluoro-5-(trifluoromethyl)phenyl)-4,4,5,5-tetramethyl-1,3,2-dioxaborolane C(C1=CC=CC=C1)OC=1C(=C(C=C(C1F)C(F)(F)F)B1OC(C(O1)(C)C)(C)C)F